(9H-fluoren-9-yl)methyl (R)-4-((2-(2-(tert-butoxy)ethoxy)ethoxy)methyl)-1,2,3-oxathiazolidine-3-carboxylate 2,2-dioxide C(C)(C)(C)OCCOCCOC[C@H]1N(S(OC1)(=O)=O)C(=O)OCC1C2=CC=CC=C2C=2C=CC=CC12